BrC=1C2=CN(N=C2C=C(C1)N)CC1=CC=C(C=C1)OC 4-bromo-2-(4-methoxybenzyl)-2H-indazol-6-amine